F[C@@H]1C[C@@H]2N(C(C3=C(NC2)C=C(C(=C3)OC)O)=O)C1 (2R,11aS)-2-fluoro-8-hydroxy-7-methoxy-1,2,3,10,11,11a-hexahydro-5H-benzo[e]pyrrolo[1,2-a][1,4]diazepin-5-one